4-[2-[2-[(3',6'-dihydroxy-3-oxo-spiro[isobenzofuran-1,9'-xanthene]-5-yl)carbamothioylamino]ethoxy]ethoxycarbonyloxy]benzoic acid OC=1C=CC=2C3(C4=CC=C(C=C4OC2C1)O)OC(C1=CC(=CC=C13)NC(=S)NCCOCCOC(=O)OC1=CC=C(C(=O)O)C=C1)=O